3-(2-ethyl-oxazol-5-yl)-indole C(C)C=1OC(=CN1)C1=CNC2=CC=CC=C12